rel-N-[3-ethyl-5-[[2-[(2S,5R)-2-(6-isoquinolyl)-5-methyl-1-piperidyl]-2-oxo-acetyl]amino]-2-pyridyl]carbamate C(C)C=1C(=NC=C(C1)NC(C(=O)N1[C@@H](CC[C@H](C1)C)C=1C=C2C=CN=CC2=CC1)=O)NC([O-])=O |o1:13,16|